zirconium dithiol S1SCC=C1.[Zr]